C1(CC1)S(=O)(=O)N1C[C@H](CC1)NS(=O)(=O)C1=C(C=CC(=C1)OC1=C(C=C(C=C1Cl)N1N=C(C(NC1=O)=O)C(F)F)Cl)O (S)-N-(1-(cyclopropylsulfonyl)pyrrolidin-3-yl)-5-(2,6-dichloro-4-(6-(difluoromethyl)-3,5-dioxo-4,5-dihydro-1,2,4-triazin-2(3H)-yl)phenoxy)-2-hydroxybenzenesulfonamide